C(C(=C)C)(=O)OCCCCCCCCCCCCCCCCCCCCCOC(C=C)=O 21-(acryloyloxy)-heneicosanyl methacrylate